C(C)(C)(C)C1=CC=C(C=C1)NC1C(N(C2=C(O1)C=CC=C2)CCNC)=O ((4-(tert-butyl)phenyl)amino)-4-(2-(methylamino)ethyl)-2H-benzo[b][1,4]oxazin-3(4H)-one